CN1C=CC(=C1)Cl methyl-4-chloro-1H-pyrrole